ClC=1C=C2C(=CC(=NC2=CC1)C(F)(F)F)N[C@H]1C[C@@H](CCC1)NC(C1=CC=C(C=C1)OC)=O N-[(1R,3R)-3-{[6-chloro-2-(trifluoromethyl)quinolin-4-yl]amino}cyclohexyl]-4-methoxybenzamide